(1R,2S,5S)-N-((S)-1-cyano-2-((S)-2-oxopyrrolidin-3-yl)ethyl)-3-((S)-3,3-dimethyl-2-((R)-tetrahydrofuran-2-carboxamido)butyryl)-6,6-dimethyl-3-azabicyclo[3.1.0]hexane-2-carboxamide C(#N)[C@H](C[C@H]1C(NCC1)=O)NC(=O)[C@@H]1[C@H]2C([C@H]2CN1C([C@H](C(C)(C)C)NC(=O)[C@@H]1OCCC1)=O)(C)C